FC(COC=1C=C(/C(=N/O)/N)C=CN1)F (Z)-2-(2,2-difluoroethoxy)-N'-hydroxyisonicotinamidine